3-(3-((1s,3S)-3-Methyl-1-(4-methyl-4H-1,2,4-triazol-3-yl)cyclobutyl)phenyl)-6-(((R)-3-methylpiperidin-1-yl)methyl)-8-(trifluoromethyl)quinazolin-4(3H)-one CC1CC(C1)(C1=NN=CN1C)C=1C=C(C=CC1)N1C=NC2=C(C=C(C=C2C1=O)CN1C[C@@H](CCC1)C)C(F)(F)F